((4'-(trifluoromethyl)-[1,1'-biphenyl]-3-yl)oxy)-1H-1,2,3-triazole-4-carboxylic acid FC(C1=CC=C(C=C1)C1=CC(=CC=C1)ON1N=NC(=C1)C(=O)O)(F)F